C1=C(C=[N+](C=C1C(=O)[O-])[C@H]2[C@@H]([C@@H]([C@H](O2)COP(=O)([O-])[O-])O)O)C(=O)[O-] The molecule is an organophosphate oxoanion obtained by deprotonation of the carboxy and phosphate OH groups of pyridinium-3,5-biscarboxylic acid mononucleotide; major species at pH 7.3. It is an organophosphate oxoanion and a dicarboxylic acid anion. It is a conjugate base of a pyridinium-3,5-biscarboxylic acid mononucleotide.